BrCC(=O)N[C@H](C(=O)O)CC(OCC[Si](C)(C)C)=O (2S)-2-[(bromoacetyl)amino]-4-oxo-4-[2-(trimethylsilyl)ethoxy]butanoic acid